CNC1=CC=C(C=C1)NC1=CC=C(C=C1)NC bis(4-methylaminophenyl)amine